C(C)N1C2=NC(=NC(=C2N=C1C1=CC=NC=C1)N1CCOCC1)N1CC(CCC1)C=1C=NC=CC1 4-[9-ethyl-8-(4-pyridinyl)-2-[3-(3-pyridinyl)-1-piperidinyl]purin-6-yl]morpholine